tert-butyl-4-(tert-butoxycarbonylamino)-2-chloro-6-cyclopentenyl-nicotinic acid C(C)(C)(C)C=1C(=NC(=C(C(=O)O)C1NC(=O)OC(C)(C)C)Cl)C1=CCCC1